tert-butyl-(3R)-3-(3-bromo-5-chloro-phenyl)piperazine-1-carboxylate C(C)(C)(C)OC(=O)N1C[C@H](NCC1)C1=CC(=CC(=C1)Cl)Br